5-(5-cyano-1,3-thiazol-2-yl)-N-[4-(difluoromethoxy)-2,5-difluorophenyl]-1H-pyrrole-3-sulfonamide C(#N)C1=CN=C(S1)C1=CC(=CN1)S(=O)(=O)NC1=C(C=C(C(=C1)F)OC(F)F)F